nitroheptane CCCCCCC[N+](=O)[O-]